C(C)(C)(C)OC(=O)C1=C(CN2N=CC(=C2)C(=O)N2CC3(CN(C3)C(=O)[C@@H]3C(C3)(C)C)[C@@H](C2)C(=O)OC)C=CC=C1 methyl (S)-6-(1-(2-(tertbutoxycarbonyl)benzyl)-1H-pyrazole-4-carbonyl)-2-((s)-2,2-dimethylcyclopropane-1-carbonyl)-2,6-diazaspiro[3.4]octane-8-carboxylate